(2R)-2-amino-4-methyl-pent-4-enoic acid N[C@@H](C(=O)O)CC(=C)C